(E)-N-(3-(3-Fluoro-4-methoxystyryl)-1-methyl-1H-pyrrolo[2,3-b]pyridin-5-yl)acrylamide FC=1C=C(/C=C/C2=CN(C3=NC=C(C=C32)NC(C=C)=O)C)C=CC1OC